2,3,3-trimethyl-1-oxo-isoindoline-5-carboxylic acid methyl ester COC(=O)C=1C=C2C(N(C(C2=CC1)=O)C)(C)C